tert-butyl (5aR,6S,9R)-2-chloro-12-(ethylthio)-1-fluoro-4-oxo-4,5,5a,6,7,8,9,10-octahydro-3,10a,11,13,14-pentaaza-6,9-methanonaphtho[1,8-ab]heptalene-14-carboxylate ClC=1C(=C2N=C(N=C3C2=C(C(C[C@@H]2[C@@H]4CC[C@H](CN32)N4C(=O)OC(C)(C)C)=O)N1)SCC)F